C(C=C)OC(=O)N1C[C@H]2N(C(C3=C1C=C(C(=C3)OC)OCCCCCBr)=O)C=C(C2)C2=CC=C(C=C2)C2CCOCC2 (S)-8-((5-bromopentyl)oxy)-7-methoxy-5-oxo-2-(4-(tetrahydro-2H-pyran-4-yl)phenyl)-11,11a-dihydro-1H-benzo[e]pyrrolo[1,2-a][1,4]diazepine-10(5H)-carboxylic acid allyl ester